ClC1=C2N(C(C(=C1)NC1=NC=NC=C1)=O)C1(CCN(CC1)C)NC2=O 8-chloro-1'-methyl-6-(pyrimidin-4-ylamino)spiro[2H-imidazo[1,5-a]pyridine-3,4'-piperidine]-1,5-dione